NC=1C=C2C(=NC1)N(C(N2CC)=O)C(C)C 6-amino-1-ethyl-3-isopropyl-1H-imidazo[4,5-b]pyridin-2(3H)-one